C(#N)C1=CC(=NC=C1)N1C=C(C2=C1N=CN=C2N2C[C@@H](N(C[C@H]2C)C(=O)C2(CCN(CC2)C(=O)OC(C)(C)C)O)C)C2=C(C=CC=C2)F tert-butyl 4-((2S,5R)-4-(7-(4-cyanopyridin-2-yl)-5-(2-fluorophenyl)-7H-pyrrolo[2,3-d]pyrimidin-4-yl)-2,5-dimethylpiperazine-1-carbonyl)-4-hydroxypiperidine-1-carboxylate